7-Bromo-2,8-dichloroquinoline BrC1=CC=C2C=CC(=NC2=C1Cl)Cl